5-acetyl-6-methyl-2-(pyridin-2-yl)indolizine-7-carboxylic acid ethyl ester C(C)OC(=O)C=1C(=C(N2C=C(C=C2C1)C1=NC=CC=C1)C(C)=O)C